1-(cyclohexylmethyl)-4-((1-(3,4,5-trimethoxyphenyl)-1H-imidazol-4-yl)amino)-1H-pyrazolo[3,4-d]pyrimidin-4-amine C1(CCCCC1)CN1NC=C2C1=NC=NC2(N)NC=2N=CN(C2)C2=CC(=C(C(=C2)OC)OC)OC